N-(2-chlorophenyl)-N-(4-{2-[2-chloro-3-(trifluoromethyl)phenyl]acetamido}pyridin-2-yl)acetamide 3-hydroxy-3-methylbutanoate OC(CC(=O)O)(C)C.ClC1=C(C=CC=C1)N(C(C)=O)C1=NC=CC(=C1)NC(CC1=C(C(=CC=C1)C(F)(F)F)Cl)=O